tert-Butyl (4,4-difluorocyclohexyl)(2-(2-hydroxyethoxy)ethyl)carbamate FC1(CCC(CC1)N(C(OC(C)(C)C)=O)CCOCCO)F